ClC=1C(=NC=CN1)NC=1C=NC(=CC1)OC1=CC(=C(C=C1)C)OC 3-chloro-N-[6-(3-methoxy-4-methyl-phenoxy)-3-pyridyl]pyrazin-2-amine